OC[C@@H]1N([C@@H](CC1)CC1CCC(CC1)OC)C(=O)OC(C)(C)C tert-Butyl (2R,5S)-2-(hydroxymethyl)-5-(((1r,4R)-4-methoxycyclohexyl)-methyl)pyrrolidine-1-carboxylate